N-[6-bromo-2-(2-methoxyethoxy)-3-pyridyl]-3-(4-fluorophenyl)-5-methyl-isoxazole-4-carboxamide BrC1=CC=C(C(=N1)OCCOC)NC(=O)C=1C(=NOC1C)C1=CC=C(C=C1)F